ClC=1C=C2C(=NC1)C(NS2(=O)C2=CC=C(C=C2)OC)=O 6-chloro-1-(4-methoxyphenyl)-1-oxo-isothiazolo[4,5-b]pyridin-3-one